C1=CN=C(N=C1)C2=NNN=C2 Pyrimidinyltriazole